C(C)(C)N1N=CC2=NC(=CC(=C21)N[C@H]2COCC2)C=2C(=NC=CC2)COC 1-isopropyl-5-[2-(methoxymethyl)-3-pyridinyl]-N-[(3R)-tetrahydrofuran-3-yl]pyrazolo[4,3-b]pyridin-7-amine